CC1N(C(C2=CC=C(C=C12)C=CC(=O)N)=O)CC1=CC2=C(N(C(O2)=O)COCC[Si](C)(C)C)C=C1 3-(3-methyl-1-oxo-2-((2-oxo-3-((2-(trimethylsilyl)ethoxy)methyl)-2,3-dihydrobenzo[d]oxazol-6-yl)methyl)isoindolin-5-yl)propenamide